tert-Butyl 4-((1s,4s)-4-(ethoxycarbonyl)cyclohexyl)piperazine-1-carboxylate C(C)OC(=O)C1CCC(CC1)N1CCN(CC1)C(=O)OC(C)(C)C